8-((6-aminopyridin-3-yl)amino)-4-chloro-3-(2-chloroethoxy)-5,6,7,8-tetrahydronaphthalene-2-carbonitrile NC1=CC=C(C=N1)NC1CCCC=2C(=C(C(=CC12)C#N)OCCCl)Cl